CN(CCC[Si](OC)(OC)OC)CCC[Si](OC)(OC)OC N-Methyl-3-(trimethoxysilyl)-N-[3-(trimethoxysilyl)propyl]-1-propanamin